9-chloro-3-nonyloxymethyl ether ClCCCCCCC(CC)OCOCOC(CC)CCCCCCCl